FC1=CC(=C(C=C1C(F)(F)F)O)C1=C2C(=C(N=N1)N[C@H]1C[C@@H](CCC1)O)C=NC=C2 4-fluoro-2-[4-[[(1r,3r)-3-hydroxycyclohexyl]amino]pyrido[3,4-d]pyridazin-1-yl]-5-(trifluoromethyl)phenol